4-[[1-[2-(6-methylpyridin-2-yl)-9H-purin-6-yl]-1H-pyrrolo[3,2-c]pyridin-4-yl]amino]-4-oxobutanoic acid CC1=CC=CC(=N1)C1=NC(=C2N=CNC2=N1)N1C=CC=2C(=NC=CC21)NC(CCC(=O)O)=O